F[C@H]1CN(CC[C@H]1NC=1C=2C=C(N(C2C=CC1)CC(F)(F)F)C#CCNC1=C(C=C(C=C1)C(=O)N1CC2(COC2)C1)OC)C N-[(3S,4R)-3-fluoro-1-methylpiperidin-4-yl]-2-{3-[(2-methoxy-4-{2-oxa-6-azaspiro[3.3]heptane-6-carbonyl}phenyl)amino]prop-1-yn-1-yl}-1-(2,2,2-trifluoroethyl)-1H-indol-4-amine